CC1C(CCC(C1)C)=O 2,4-dimethylcyclohexanone